O=C1NC(CCC1N1C(C2=CC=CC(=C2C1=O)NCCCCN1CCN(CC1)C(=O)OCC1=CC=CC=C1)=O)=O benzyl 4-(4-((2-(2,6-dioxopiperidin-3-yl)-1,3-dioxoisoindolin-4-yl)amino)butyl)piperazine-1-carboxylate